5,10,15,20-tetraphenylporphyrin platinum [Pt].C1(=CC=CC=C1)C=1C2=CC=C(N2)C(=C2C=CC(C(=C3C=CC(=C(C=4C=CC1N4)C4=CC=CC=C4)N3)C3=CC=CC=C3)=N2)C2=CC=CC=C2